2,5-dimethyl-7-octenoic acid CC(C(=O)O)CCC(CC=C)C